1,3-dioxoisoindol-2-yl 1-(1,1-difluoroethyl)cyclobutane-1-carboxylate FC(C)(F)C1(CCC1)C(=O)ON1C(C2=CC=CC=C2C1=O)=O